(R)-N-(2-(4-Cyanothiazolidin-3-yl)-2-oxoethyl)-7-methyl-6-morpholino-quinoline-4-carboxamide C(#N)[C@H]1N(CSC1)C(CNC(=O)C1=CC=NC2=CC(=C(C=C12)N1CCOCC1)C)=O